(R)-N-(4-(4-amino-1-(6-(3-(dimethoxymethyl)pyrrolidin-1-yl)pyridin-3-yl)-1H-pyrazolo[3,4-d]pyrimidin-3-yl)benzyl)-5-fluoro-2-methoxybenzamide NC1=C2C(=NC=N1)N(N=C2C2=CC=C(CNC(C1=C(C=CC(=C1)F)OC)=O)C=C2)C=2C=NC(=CC2)N2C[C@@H](CC2)C(OC)OC